3-methoxy-N-(7-methoxy-6-(4-methoxyphenyl)-2,3-diphenylpyrazolo[1,5-a]pyrimidin-5-yl)-1,2,4-thiadiazol-5-amine COC1=NSC(=N1)NC1=NC=2N(C(=C1C1=CC=C(C=C1)OC)OC)N=C(C2C2=CC=CC=C2)C2=CC=CC=C2